tin dioxide tungsten [W].[Sn](=O)=O